(R)-5-[4-amino-2-(N-(2-amino-1-methyl-2-oxo-ethyl)-3,4-difluoro-anilino)thiazole-5-carbonyl]-N-(3,3-difluorocyclobutyl)isoxazole-3-carboxamide NC=1N=C(SC1C(=O)C1=CC(=NO1)C(=O)NC1CC(C1)(F)F)N(C1=CC(=C(C=C1)F)F)[C@@H](C(=O)N)C